2-Methyl-N-(1-(naphthalen-1-yl)cyclopropyl)-5-(piperazin-1-yl)benzamide CC1=C(C(=O)NC2(CC2)C2=CC=CC3=CC=CC=C23)C=C(C=C1)N1CCNCC1